N(=C=O)CCSCSCCN=C=O bis(isocyanatoethyl-thio)methane